C(#N)C1=C(C=C(C=C1)NC(CN1N=CC(=C(C1=O)Cl)Cl)=O)S(NCCC1=NC=CC=C1)(=O)=O N-[4-cyano-3-[2-(2-pyridyl)ethylsulfamoyl]phenyl]-2-(4,5-dichloro-6-oxo-pyridazin-1-yl)acetamide